(4-methyl-1-oxo-1,2-dihydroisoquinolin-6-yl)boronic acid CC1=CNC(C2=CC=C(C=C12)B(O)O)=O